(E)-N-[(1H-indazol-7-yl)methyl]-3-(3,4-difluorophenyl)acrylamide N1N=CC2=CC=CC(=C12)CNC(\C=C\C1=CC(=C(C=C1)F)F)=O